2-(4-benzoylpiperazin-1-yl)-N-phenylacetamide C(C1=CC=CC=C1)(=O)N1CCN(CC1)CC(=O)NC1=CC=CC=C1